2-(1-acryloyl-4-(7-(3-fluoro-2-(trifluoromethyl)phenyl)-2-(((2R,4S)-4-hydroxy-1-methylpyrrolidin-2-yl)methoxy)-5,6,7,8-tetrahydropyrido[3,4-d]pyrimidin-4-yl)piperazin-2-yl)acetonitrile C(C=C)(=O)N1C(CN(CC1)C=1C2=C(N=C(N1)OC[C@@H]1N(C[C@H](C1)O)C)CN(CC2)C2=C(C(=CC=C2)F)C(F)(F)F)CC#N